3,5-bis(N-Boc-3-aminopropoxy)benzaldehyde C(=O)(OC(C)(C)C)NCCCOC=1C=C(C=O)C=C(C1)OCCCNC(=O)OC(C)(C)C